6-chloro-1-methyl-1H-benzo[d]Imidazole-5-carboxylic acid methyl ester COC(=O)C1=CC2=C(N(C=N2)C)C=C1Cl